(S)-N-(2-(1-(3-chloro-4-((3,5-difluoropyridin-2-yl)methoxy)-5',6-dimethyl-2-oxo-2H-[1,4'-bipyridin]-2'-yl)-1H-pyrazol-3-yl)propan-2-yl)acetamide ClC=1C(N(C(=CC1OCC1=NC=C(C=C1F)F)C)C1=CC(=NC=C1C)N1N=C(C=C1)C(C)(C)NC(C)=O)=O